P(OC1=C(C=C(C=C1C)C(C)(C)C)C(C)(C)C)(OC1=C(C=C(C=C1C)C(C)(C)C)C(C)(C)C)OCC bis(2,4-ditert-butyl-6-methyl-phenyl) ethyl phosphite